(S)-N-(9-((1-amino-1-carbonylpropan-2-yl)amino)-5,6-dihydrobenzo[f]imidazo[1,2-d][1,4]oxazepin-2-yl)-N-(2,2-difluoroethyl)oxetane-3-carboxamide NC([C@H](C)NC1=CC2=C(C=3N(CCO2)C=C(N3)N(C(=O)C3COC3)CC(F)F)C=C1)=C=O